O=CCSCCNC(CCNC([C@@H](C(COP(OP(OC[C@@H]1[C@H]([C@H]([C@@H](O1)N1C=NC=2C(N)=NC=NC12)O)OP(=O)(O)O)(=O)O)(=O)O)(C)C)O)=O)=O β-ketoethyl-CoA